FC(C1=NC=CC(=C1)OCC12CC(C1)(C2)COC=2C=C1N(C(N2)=O)C[C@H]2N1COC2)(F)F (R)-6-((3-(((2-(trifluoromethyl)pyridin-4-yl)oxy)methyl)bicyclo[1.1.1]pentan-1-yl)methoxy)-10,10a-dihydro-1H-oxazolo[3',4':3,4]imidazo[1,2-c]pyrimidin-8(3H)-one